(R)-1-[3'-amino-4'-(benzyloxy)phenyl]-2-bromoethanol NC=1C=C(C=CC1OCC1=CC=CC=C1)[C@H](CBr)O